tert-butyl 2,4-dimethoxybenzyl((4-(((1S,2S)-2-(dimethyl-amino)cyclohexyl)amino)-2,6-difluorophenyl)sulfonyl)carbamate COC1=C(CN(C(OC(C)(C)C)=O)S(=O)(=O)C2=C(C=C(C=C2F)N[C@@H]2[C@H](CCCC2)N(C)C)F)C=CC(=C1)OC